NC1=NC=2C=CC(=CC2C2=C1C(OC2)(C)C)C(=O)N(CC2=NC=C(C=C2)C(F)(F)F)C2CC2 4-amino-N-cyclopropyl-3,3-dimethyl-N-((5-(trifluoromethyl)-2-pyridinyl)methyl)-1,3-dihydrofuro[3,4-c]quinoline-8-carboxamide